(R)-3-(3-cyano-4-fluorophenyl)-1-(8,9-difluoro-6-oxo-1,4,5,6-tetrahydro-2H-pyrano[3,4-c]isoquinolin-1-yl)-1-isobutylurea C(#N)C=1C=C(C=CC1F)NC(N(CC(C)C)[C@H]1COCC=2NC(C=3C=C(C(=CC3C21)F)F)=O)=O